4-({2-[(4-{4,13-dichloro-8-ethyl-9-oxo-6,8,10-triazatricyclo[9.4.0.02,7]pentadeca-1(11),2(7),3,5,12,14-hexaen-10-yl}-3,5-difluorophenyl)amino]ethyl}(methyl)amino)butanoic acid ClC1=CC=2C=3C=CC(=CC3N(C(N(C2N=C1)CC)=O)C1=C(C=C(C=C1F)NCCN(CCCC(=O)O)C)F)Cl